1,2-bisdimethylaminoethylene CN(C=CN(C)C)C